FC1=C(C=C(C=C1)N1N=CN=C1C=1C=CC=2N(C1)C(=CN2)C=2C=CC(=NC2)NC(=O)C2CC2)OC N-[5-[6-[2-(4-fluoro-3-methoxy-phenyl)-1,2,4-triazol-3-yl]imidazo[1,2-a]pyridin-3-yl]-2-pyridyl]cyclopropanecarboxamide